(1r,5r)-bicyclo[3.1.1]heptane C12CCCC(C1)C2